ClC1=C2C(N(C=NC2=CC=C1S[Na])CCOC)=O [5-chloro-3-(2-methoxyethyl)-4-oxo-quinazolin-6-yl]sulfanyl-sodium